C(C=C)(=O)N1[C@@H](C[C@H](CC1)N1N=NC=2C(=NC=3C(=C(C(=CC3C21)Cl)C=2C(=C(C#N)C=CC2)C)F)N2CC(C2)N(C)C)CC#N 3-(1-((2S,4S)-1-acryloyl-2-(cyanomethyl)piperidin-4-yl)-8-chloro-4-(3-(dimethylamino)azetidin-1-yl)-6-fluoro-1H-[1,2,3]triazolo[4,5-c]quinolin-7-yl)-2-methylbenzonitrile